1-undecyl-3-ethylimidazole bromide [Br-].C(CCCCCCCCCC)N1CN(C=C1)CC